(2-(2-(2-methoxyethoxy)ethoxy)ethyl) difluorophosphate P(=O)(OCCOCCOCCOC)(F)F